C(C1=CC=CC=C1)=C1N=C(N(C1=O)C)C benzylidene-1,2-dimethyl-imidazol-5-one